N-[2-[[3-(4-Bromophenyl)-2-propenyl]amino]ethyl]-5-isoquinolonesulfonamide dihydrochloride Cl.Cl.BrC1=CC=C(C=C1)C=CCNCCNS(=O)(=O)C1=NC=CC=2C(CC=CC12)=O